(1,4,7,10-tetraazacyclododecane-1-yl)acetic acid N1(CCNCCNCCNCC1)CC(=O)O